P(=O)([O-])(O)O.C(C(=O)O)(=O)O.[Na+] Sodium oxalate phosphate